6-(2,3-Difluorophenyl)-8-(2-fluorobenzyl)-2-(thiophen-2-ylmethyl)imidazo[1,2-a]pyrazin-3(7H)-one FC1=C(C=CC=C1F)C=1NC(=C2N(C1)C(C(=N2)CC=2SC=CC2)=O)CC2=C(C=CC=C2)F